CC1N(C(C=C(C1)OS(=O)(=O)C(F)(F)F)C)C(=O)OC(C)(C)C tert-butyl 2,6-dimethyl-4-(trifluoromethylsulfonyloxy)-3,6-dihydro-2H-pyridine-1-carboxylate